O[C@H]1[C@@H](CCCC1)NC(CNC(OCC1=CC=CC=C1)=O)=O benzyl (2-(((1R,2R)-2-hydroxycyclohexyl)amino)-2-oxoethyl)carbamate